(2R,4R)-1-cyano-N-[2-[(4,4-difluorocyclohexyl)amino]-1-(6-fluoro-3-pyridyl)-2-oxo-ethyl]-4-hydroxy-4-methyl-N-[4-(pentafluoro-λ6-sulfanyl)phenyl]pyrrolidine-2-carboxamide C(#N)N1[C@H](C[C@@](C1)(C)O)C(=O)N(C1=CC=C(C=C1)S(F)(F)(F)(F)F)C(C(=O)NC1CCC(CC1)(F)F)C=1C=NC(=CC1)F